{3-[(2,4-dimethoxybenzyl)sulfamoyl]-4-[4-(2,2,2-trifluoroethyl)-1H-pyrazol-1-yl]phenyl}-2-(2-fluorophenyl)acetamide COC1=C(CNS(=O)(=O)C=2C=C(C=CC2N2N=CC(=C2)CC(F)(F)F)C(C(=O)N)C2=C(C=CC=C2)F)C=CC(=C1)OC